4-(3-hydroxyprop-1-yn-1-yl)benzene-1,2-dicarboxylic acid 1,2-dimethyl ester COC(=O)C=1C(=CC(=CC1)C#CCO)C(=O)OC